4-(4-(benzyloxy)phenyl)piperazine-1,2-dicarboxylic acid 1-benzyl ester 2-methyl ester COC(=O)C1N(CCN(C1)C1=CC=C(C=C1)OCC1=CC=CC=C1)C(=O)OCC1=CC=CC=C1